C(C=C)C1(CCNCC1)O 4-allylpiperidin-4-ol